acryloyloxyethoxyethyl ether C(C=C)(=O)OCCOCCOCCOCCOC(C=C)=O